(S)-5-(3-((cyclopropyl(methyl)amino)methyl)pyrrolidin-1-yl)-N-(8-fluoro-2-methylimidazo[1,2-a]pyridin-6-yl)pyrazine-2-carboxamide C1(CC1)N(C)C[C@H]1CN(CC1)C=1N=CC(=NC1)C(=O)NC=1C=C(C=2N(C1)C=C(N2)C)F